The molecule is an organophosphate oxoanion arising from deprotonation of the four diphosphate OH groups of bis(molybdopterin guanine dinucleotide)molybdenum. It is a conjugate base of a bis(molybdopterin guanine dinucleotide)molybdenum. C1=NC2=C(N1[C@H]3[C@@H]([C@@H]([C@H](O3)COP(=O)([O-])OP(=O)([O-])OC[C@@H]4C(=C([C@H]5[C@@H](O4)NC6=C(N5)C(=O)NC(=N6)N)[S-])[S-])O)O)N=C(NC2=O)N.C1=NC2=C(N1[C@H]3[C@@H]([C@@H]([C@H](O3)COP(=O)([O-])OP(=O)([O-])OC[C@@H]4C(=C([C@H]5[C@@H](O4)NC6=C(N5)C(=O)NC(=N6)N)[S-])[S-])O)O)N=C(NC2=O)N.[Mo+4]